(S)-ethyl 2-(tert-butoxycarbonylamino)-3-(4-(N'-hydroxycarbamimidoyl)phenyl)propanoate C(C)(C)(C)OC(=O)N[C@H](C(=O)OCC)CC1=CC=C(C=C1)C(N)=NO